FCCN1C=NC2=C1C=C(C=C2)C=2C=CN1N=C(N=C(C12)OC)NC1CCN(CC1)C1COC1 5-(1-(2-fluoroethyl)-1H-benzo[d]imidazol-6-yl)-4-methoxy-N-(1-(oxetan-3-yl)piperidin-4-yl)pyrrolo[2,1-f][1,2,4]triazin-2-amine